C(N)(=O)OP(=O)(O)O.OC1=NOC2=C1CCC(C(C2)[2H])=O 3-hydroxy-4,5,7,8-tetrahydro-6H-cyclohepta[d]isoxazol-6-one-7-d Carbamoylphosphate